ClC1=CC=C2C(=NC(N(C2=C1)C=1C=NC=NC1)=O)NC 7-Chloro-4-(methylamino)-1-(pyrimidin-5-yl)quinazolin-2(1H)-one